bis(tricyclohexylphosphorus) palladium (0) [Pd].C1(CCCCC1)P(C1CCCCC1)C1CCCCC1.C1(CCCCC1)P(C1CCCCC1)C1CCCCC1